C(C)(=O)O[C@]12[C@]3(CCN(CC1)C(=O)OC(C)(C)C)C1=CC(=C(C=C1C[C@H]2N(CC3)CC3CC3)I)OCC3=CC=CC=C3 tert-butyl (5aS,6R,11bR)-5a-acetoxy-10-(benzyloxy)-14-(cyclopropylmethyl)-9-iodo-1,2,5,5a,6,7-hexahydro-6,11b-(epiminoethano)naphtho[1,2-d]azepine-3(4H)-carboxylate